magnesium trifluoromethanesulfonate, dihydrate O.O.FC(S(=O)(=O)[O-])(F)F.[Mg+2].FC(S(=O)(=O)[O-])(F)F